Cl.N[C@H](C(=O)NC1=CC=CC=C1)C(C)C (S)-2-amino-3-methyl-N-phenylbutyramide hydrochloride